((4-(tert-butyl)benzyl)oxy)-1-(chloromethyl)naphthalene C(C)(C)(C)C1=CC=C(COC2=C(C3=CC=CC=C3C=C2)CCl)C=C1